CC(CNC(OCCOC=C(C(=O)O)C)=O)(CC(CCNC(OCCOC=C(C(=O)O)C)=O)C)C.CSC(C(=O)N1C(CCCC1)C=1NC=C(N1)C=1OC(=CC1)C(F)(F)F)C 2-(methylthio)-1-(2-(4-(5-(trifluoromethyl)furan-2-yl)-1H-imidazol-2-yl)piperidin-1-yl)propan-1-one 7,7,9-trimethyl-4,13-dioxo-3,14-dioxa-5,12-diazahexadecane-1,16-dioxy-dimethacrylate